Cl.N1CCC(CC1)COC1=NC=CC(=C1)C(F)(F)F 2-[(piperidin-4-yl)methoxy]-4-(trifluoromethyl)pyridine hydrochloride